4-(1-bromo-2-keto-ethyl)piperidine-1-carboxylic acid tert-butyl ester C(C)(C)(C)OC(=O)N1CCC(CC1)C(C=O)Br